CC1(C[C@@H]2[C@H](O1)[C@H]1C([C@H](C([C@@H]1CC2)(C)C)C)(C)C)C (3aR,5aR,7S,8aR,8bS)-2,2,6,6,7,8,8-heptamethyldecahydro-2H-indeno[4,5-b]furan